C(C)C1(CS(C2=C(N(C1)C1=CC=CC=C1)C=C(C(=C2)O)SC)(=O)=O)C(C)C 3-ethyl-8-hydroxy-3-isopropyl-7-(methylthio)-5-phenyl-2,3,4,5-tetrahydro-1,5-benzothiazepine-1,1-dioxide